BrC1=CC=C(C=C1)C1(C(C1)C=C)C(=O)NC1=CC=CC=C1 1-(4-bromophenyl)-N-phenyl-2-vinylcyclopropane-1-carboxamide